rac-benzyl (3S,4S)-1-(5-chloro-4-(trifluoromethyl)pyridin-3-yl)-2'-(2-ethoxypyridin-3-yl)-3-ethyl-6'H-spiro[piperidine-4,5'-[1,7]naphthyridine]-7'(8'H)-carboxylate ClC=1C(=C(C=NC1)N1C[C@H]([C@]2(C=3C=CC(=NC3CN(C2)C(=O)OCC2=CC=CC=C2)C=2C(=NC=CC2)OCC)CC1)CC)C(F)(F)F |r|